2-(6-(ethylsulfanyl)-4-methyl-5-nitropyridin-2-yl)-6-fluoro-1,2,3,4-tetrahydroisoquinoline C(C)SC1=C(C(=CC(=N1)N1CC2=CC=C(C=C2CC1)F)C)[N+](=O)[O-]